7-Bromo-2,3,3a,4-tetrahydropyrrolo[2,1-c][1,4]benzoxazin-1-one BrC1=CC2=C(N3C(CO2)CCC3=O)C=C1